tert-butyl 6-hydroxy-3-(isopropylcarbamoyl)-4-(methoxymethyl)-9H-pyrido[3,4-b]indole-9-carboxylate OC=1C=C2C3=C(N(C2=CC1)C(=O)OC(C)(C)C)C=NC(=C3COC)C(NC(C)C)=O